N-(1-Benzylpiperidin-4-yl)-6-morpholinopyridine-3-sulfonamide C(C1=CC=CC=C1)N1CCC(CC1)NS(=O)(=O)C=1C=NC(=CC1)N1CCOCC1